N#CSC(C1=CC=CC=C1)=O benzoic cyanic thioanhydride